N-[5-(5-chloro-2-fluoro-3-methylphenyl)-1-trityl-1H-indazol-3-yl]-1-methylpiperidine-4-carboxamide ClC=1C=C(C(=C(C1)C=1C=C2C(=NN(C2=CC1)C(C1=CC=CC=C1)(C1=CC=CC=C1)C1=CC=CC=C1)NC(=O)C1CCN(CC1)C)F)C